C[C@@H]1NCCC2(C1)OCCC1=CC=C(C=C12)C (2'S)-2',7-dimethylspiro[isochromane-1,4'-piperidine]